1-(4-(quinoxalin-2-yloxy)phenyl)-3-(thien-2-yl)chalcone N1=C(C=NC2=CC=CC=C12)OC1=CC=C(C=C1)C1(CC(=CC=C1)C=1SC=CC1)\C=C\C(=O)C1=CC=CC=C1